ClC1=C(C(=O)O)C=CC(=C1OC1=CC(=C(C=C1)OC)C(C)C)Cl 2,4-dichloro-3-(3-isopropyl-4-methoxyphenoxy)benzoic Acid